C(C)OC(=C)C=1SC=C(N1)C(F)(F)F (1-ethoxyvinyl)-4-(trifluoromethyl)thiazole